FC=1C=C(C=CC1F)N1C(CCCC12CCN(CC2)C2=NC=NC(=C2)N2N=C(C=C2)C(F)(F)F)=O 1-(3,4-difluorophenyl)-9-(6-(3-(trifluoromethyl)-1H-pyrazol-1-yl)pyrimidin-4-yl)-1,9-diazaspiro[5.5]undecan-2-one